C1(CCCCC1)NC=O cyclohex-1-yl-formamide